(3S)-acetoin OC(C(C)=O)C